(S)-cyclopentyl 8-(2-amino-6-((R)-2,2,2-trifluoro-1-(4'-isopropoxy-3-(3-methyl-1H-pyrazol-1-yl)-[1,1'-biphenyl]-4-yl)ethoxy)pyrimidin-4-yl)-2,8-diazaspiro[4.5]decane-3-carboxylate NC1=NC(=CC(=N1)N1CCC2(C[C@H](NC2)C(=O)OC2CCCC2)CC1)O[C@@H](C(F)(F)F)C1=C(C=C(C=C1)C1=CC=C(C=C1)OC(C)C)N1N=C(C=C1)C